NC=1N=C(SC1C(C1=CC=C(C=C1)N(C)C)=O)N(C1=CC=C(C=C1)F)C(C(=O)N)C (N-[4-Amino-5-[4-(dimethylamino)benzoyl]thiazol-2-yl]-4-fluoroanilino)propanamid